2-AMINOTHIOPHENE-3-CARBOXYLIC ACID NC=1SC=CC1C(=O)O